(+/-)-N3-ethyl-1-(3-(2-hydroxyethoxy)benzyl)-N5-((trans)-2-methylcyclopropyl)-2-oxo-1,2-dihydropyridine-3,5-dicarboxamide C(C)NC(=O)C=1C(N(C=C(C1)C(=O)N[C@H]1[C@@H](C1)C)CC1=CC(=CC=C1)OCCO)=O |r|